ClC1=C(OC2=C(C=CC3=C2NC(=NS3(=O)=O)N[C@H](C)C3=C(C=CC=C3)F)F)C=CC=C1 (R)-5-(2-chlorophenoxy)-6-fluoro-3-((1-(2-fluorophenyl)ethyl)amino)-4H-benzo[e][1,2,4]thiadiazine 1,1-dioxide